Cl.Cl.O[C@H](COC=1C=C(C=2N(C1)N=CC2C#N)C=2C=NC(=CC2)N2CCNCC2)CO (S)-6-(2,3-dihydroxypropoxy)-4-(6-(piperazin-1-yl)pyridin-3-yl)pyrazolo[1,5-a]pyridine-3-carbonitrile dihydrochloride